tert-butyl (tert-butoxycarbonyl)(8-(4,4-difluorocyclohex-1-en-1-yl)imidazo[1,2-a]pyridin-6-yl)carbamate C(C)(C)(C)OC(=O)N(C(OC(C)(C)C)=O)C=1C=C(C=2N(C1)C=CN2)C2=CCC(CC2)(F)F